ClC1=C2C(=NC=C1)NC=C2F 4-chloro-3-fluoro-1H-pyrrolo[2,3-b]pyridine